C1(CC1)C=1C=C(C=NC1C(F)(F)F)C1=NC(=C(C(=C1)N(C)CC1(CCCCC1)COC)N)N 5'-Cyclopropyl-N4-{[1-(methoxymethyl)cyclohexyl]methyl}-N4-methyl-6'-(trifluoromethyl)[2,3'-bipyridin]-4,5,6-triamine